5-((1S,5R)-1-(5-(2-methyl-2-azabicyclo[2.2.1]heptan-5-yl)-1,3,4-oxadiazol-2-yl)-5-(trifluoromethyl)-3-azabicyclo[3.1.0]hexan-3-yl)quinoline-8-carbonitrile CN1C2CC(C(C1)C2)C2=NN=C(O2)[C@@]21CN(C[C@]1(C2)C(F)(F)F)C2=C1C=CC=NC1=C(C=C2)C#N